NC1=C2N=CN(C2=NC(=N1)Cl)[C@H]1[C@@H]([C@@]([C@H](O1)CO)(O)C#C)O (2R,3S,4R-5R)-5-(6-amino-2-chloro-9H-purin-9-yl)-3-ethynyl-2-(hydroxymethyl)tetrahydro-furan-3,4-diol